C(C1=CC=CC=C1)(C1=CC=CC=C1)[C@@H]1N2C(C=3N(C1)C(=CN3)Cl)=C(C(C=C2)=O)OCC2=CC=CC=C2 (S)-6-benzhydryl-11-(benzyloxy)-3-chloro-5,6-dihydro-10H-imidazo[1,2-a]pyrido[2,1-c]pyrazin-10-one